C(C)(C)(C)C(C(=O)O)(CCCC)OC1=C2CN(C(C2=CC=C1)=O)C1C(NC(CC1)=O)=O.C(C1CO1)OC[SiH](OCC)OCC (2,3-epoxypropoxy)methyl-diethoxysilane tert-butyl-((2-(2,6-dioxopiperidin-3-yl)-1-oxoisoindolin-4-yl)oxy)hexanoate